O1CCN(CC1)CCN1C2=C(SCC1=O)N=CC(=C2)C2=NC(=CC=C2)OC(F)(F)F (2-morpholinoethyl)-7-(6-(trifluoromethoxy)pyridin-2-yl)-1H-pyrido[2,3-b][1,4]thiazin-2(3H)-one